FC=1C=C2C(=CN1)NC(=C2)C(=O)O 5-fluoro-1H-pyrrolo[2,3-c]pyridine-2-carboxylic acid